cis-cyclohexane-1,4-dicarboxylic acid diisooctyl ester C(CCCCC(C)C)OC(=O)[C@@H]1CC[C@@H](CC1)C(=O)OCCCCCC(C)C